5-methylpyrimidine-2,4-dione CC=1C(NC(NC1)=O)=O